BrC1=CC(=C(C(=C1)F)CCNC1=CC(=NC=N1)C1=CC2=C(C=CO2)C=C1)F 6-{6-[2-(4-Bromo-2,6-difluoro-phenyl)-ethylamino]-pyrimidin-4-yl}-benzofuran